ClC=1C(=C2CCC(CC2=C(C1)OC)N)OC 6-chloro-5,8-dimethoxy-1,2,3,4-tetrahydronaphthalen-2-amine